C(C1=CC=CC=C1)(=O)O[C@@H]1[C@@H](C[C@@](O1)(C#C[Si](C)(C)C)COC(C1=CC=CC=C1)=O)SC1=CC=C(C=C1)C.BrC1=NC=CC(=N1)C1=C(C=C(C=C1)F)C 2-bromo-4-(4-fluoro-2-methylphenyl)pyrimidine ((2R,4R,5R)-5-(benzoyloxy)-4-(p-tolylthio)-2-((trimethylsilyl)ethynyl)tetrahydrofuran-2-yl)methyl-benzoate